6-[4-amino-5-(trifluoromethyl)-2-pyridyl]-7-fluoro-2-[(4S)-4-[[6-oxo-5-(trifluoromethyl)-1H-pyridazin-4-yl]amino]pentyl]isoquinolin-1-one NC1=CC(=NC=C1C(F)(F)F)C=1C=C2C=CN(C(C2=CC1F)=O)CCC[C@H](C)NC=1C=NNC(C1C(F)(F)F)=O